C1(=CC=CC=C1)NC1=CC2=C(SC3=C2C=CC=C3)C=C1 N-phenyldibenzo[B,d]thiophen-2-amine